dipropylmalonic acid mono-n-butyl ester C(CCC)OC(C(C(=O)O)(CCC)CCC)=O